COC1=CC=C(C=C1)N=C(C(C)(C)C)C1=CC=CC=C1 N-(4-methoxyphenyl)-2,2-dimethyl-1-phenylpropan-1-imine